2,5-bis(benzyloxy)benzene-1,4-dicarboxylic acid C(C1=CC=CC=C1)OC1=C(C=C(C(=C1)C(=O)O)OCC1=CC=CC=C1)C(=O)O